ClC1=NC=CC(=N1)N1C(NC([C@@H]1C(C)C)=O)=O (S)-1-(2-chloropyrimidin-4-yl)-5-isopropylimidazolidine-2,4-dione